1,1,2,2-tetrakis(4-aminophenyl)ethene NC1=CC=C(C=C1)C(=C(C1=CC=C(C=C1)N)C1=CC=C(C=C1)N)C1=CC=C(C=C1)N